3,7-dimethyl-octa-1,6-diene acetate C(C)(=O)O.CC(C=C)CCC=C(C)C